(1S,2S,3R,4S,5R)-N-(3,4-dichlorophenyl)-5-hydroxy-3-(2-methoxypyridin-4-yl)-7-oxabicyclo[2.2.1]heptane-2-carboxamide ClC=1C=C(C=CC1Cl)NC(=O)[C@@H]1[C@@H]2C[C@H]([C@H]([C@H]1C1=CC(=NC=C1)OC)O2)O